BrC1=CC=C(C=C1)N=C(C(F)(F)F)Cl (4-bromophenyl)-2,2,2-trifluoroacetimidoyl chloride